O1C(=CC2=C1C=CC=C2)C2=CC=C(C=C2)B(O)O (4-(benzofuran-2-yl)phenyl)boronic acid